tert-butyl (4R,5R)-4-(acetoxymethyl)-5-(4-bromothiazol-2-yl)-1,2,3-oxathiazolidine-3-carboxylate 2-oxide C(C)(=O)OC[C@H]1N(S(O[C@H]1C=1SC=C(N1)Br)=O)C(=O)OC(C)(C)C